C(CCC)SC1=NC(=C(C(=N1)NCC1=C(C(=CC=C1F)Cl)F)N)Cl 2-(Butylthio)-6-chloro-N4-(3-chloro-2,6-difluorobenzyl)pyrimidine-4,5-diamine